C(C1=CC=CC=C1)OC[C@]1(C(C1)(F)F)CO (R)-(1-((benzyloxy)methyl)-2,2-difluorocyclopropyl)methanol